COC(C(CC(N1CCC(CC1)N1C(NC2=CC=CC=C2C1)=O)=O)CC=1C=C2C=NNC2=C(C1)C)=O 2-(7-Methyl-1H-indazol-5-ylmethyl)-4-oxo-4-[4-(2-oxo-1,4-dihydro-2H-quinazolin-3-yl)-piperidin-1-yl]-butyric acid methyl ester